N1CC(CCC1)C1=CC=C2C=CC(NC2=C1)=O 7-(piperidin-3-yl)quinolin-2(1H)-one